FC1=CC=C(C=C1)[C@@H](C)N(C(C(=O)N)=O)C (R)-N1-(1-(4-fluorophenyl)ethyl)-N1-methyloxalamide